CC1=C(C=C(C=C1)C)C=1C(NC2(C1OCCCCCCCCC(=O)NC1=C3C(N(C(C3=CC=C1)=O)C1C(NC(CC1)=O)=O)=O)CCC(CC2)OC)=O 9-{[3-(2,5-dimethylphenyl)-8-methoxy-2-oxo-1-azaspiro[4.5]dec-3-en-4-yl]oxy}-N-[2-(2,6-dioxopiperidin-3-yl)-1,3-dioxoisoindol-4-yl]nonanamide